4-(2-anilinopyrimidin-4-yl)-6-(4-pyridyl)-1H-pyridin-2-one N(C1=CC=CC=C1)C1=NC=CC(=N1)C1=CC(NC(=C1)C1=CC=NC=C1)=O